(R)-but-3-yn-2-yl-carbamic acid tert-butyl ester C(C)(C)(C)OC(N[C@H](C)C#C)=O